C(CC=C)OCC=1C(=CC(=NC1)OC)I 5-((But-3-en-1-yloxy)methyl)-4-iodo-2-methoxypyridine